Cl.C1(=CC=CC2=CC=CC=C12)C1=CC=C(N)C=C1 4-(1-naphthyl)aniline hydrochloride